5-cyclopropylpyridine-2-sulfonyl fluoride C1(CC1)C=1C=CC(=NC1)S(=O)(=O)F